2-(4-fluorophenyl)-N-(3-(propylthio)propyl)benzo[d]imidazo[2,1-b]thiazole FC1=CC=C(C=C1)C=1N(C2SC3=C(N2C1)C=CC=C3)CCCSCCC